4-(3-azabicyclo[3.1.1]heptan-6-yl)-2-(2,6-dioxopiperidin-3-yl)-5,6,7-trifluoroisoindoline-1,3-dione C12CNCC(C1C1=C3C(N(C(C3=C(C(=C1F)F)F)=O)C1C(NC(CC1)=O)=O)=O)C2